C1CCC2=C(C=3CCCC3C=C12)NC(=O)N=[S@@](=O)(N)C=1SC(=CC1)C1=CC=CC=C1 (S)-N'-((1,2,3,5,6,7-hexahydro-s-indacen-4-yl)carbamoyl)-5-phenylthiophene-2-sulfonimidamide